2-(2,6-dioxopiperidin-3-yl)-5-(4-(4-(6-((5-(5-methyl-5H-pyrido[4,3-b]indol-7-yl)pyridin-2-yl)oxy)-2-azaspiro[3.3]heptan-2-yl)butoxy)butoxy)isoindoline-1,3-dione O=C1NC(CCC1N1C(C2=CC=C(C=C2C1=O)OCCCCOCCCCN1CC2(C1)CC(C2)OC2=NC=C(C=C2)C=2C=CC=1C3=C(N(C1C2)C)C=CN=C3)=O)=O